(2-(difluoromethyl)-3-fluoro-4-(6-(1-methyl-1H-pyrazol-4-yl)pyrrolo[2,1-f][1,2,4]triazin-4-yl)phenyl)methanamine hydrochloride Cl.FC(C1=C(C=CC(=C1F)C1=NC=NN2C1=CC(=C2)C=2C=NN(C2)C)CN)F